isopropyl (S)-6-diazo-2-(3-hydroxypropanamido)-5-oxohexanoate [N+](=[N-])=CC(CC[C@@H](C(=O)OC(C)C)NC(CCO)=O)=O